4-(6-(Piperazin-1-yl)pyridin-3-yl)-6-propoxypyrazolo[1,5-a]pyridine-3-carbonitrile N1(CCNCC1)C1=CC=C(C=N1)C=1C=2N(C=C(C1)OCCC)N=CC2C#N